FC1=CC=C(C=C1)C(=O)C1=C(C2=C(S1)C=C(C=C2)O)OC2=CC=C(C=C2)O[C@H]2CN(CC2)CCCF (R)-(4-fluorophenyl)(3-(4-((1-(3-fluoropropyl)pyrrolidin-3-yl)oxy)phenoxy)-6-hydroxybenzo[b]thiophen-2-yl)methanone